ClC(C(=O)O)Cl dichloro-acetic acid